ethyl (2E)-3-(5-bromo-3-nitropyridin-2-yl)-2-methylpropan-2-enoate BrC=1C=C(C(=NC1)/C=C(/C(=O)OCC)\C)[N+](=O)[O-]